C(C)(C)C1CCC(CC1)O 4-isopropyl-hydroxycyclohexane